N-cyclopropyl-3-(difluoromethyl)-5-fluoro-N-(2-fluoro-6-iso-propylbenzyl)-1-methyl-1H-pyrazole-4-carboxamide C1(CC1)N(C(=O)C=1C(=NN(C1F)C)C(F)F)CC1=C(C=CC=C1C(C)C)F